BrC1=C(C(=CC(=C1)C)C(NC)=O)NC(=O)C12CC(C1)C2 N-(2-bromo-4-methyl-6-(methylcarbamoyl)phenyl)bicyclo[1.1.1]pentane-1-carboxamide